CN1N=C(C=C1)C1=C(C=NC(=C1)C=1SC(=CC1)C(F)(F)F)C1CN(CC1)C(C=C)=O 1-(3-(4-(1-methyl-1H-pyrazol-3-yl)-6-(5-(trifluoromethyl)thiophen-2-yl)pyridin-3-yl)pyrrolidin-1-yl)prop-2-en-1-one